C(C)(C)(C)C=1C=C(C(=C(C1)NC(OC1=CC=CC=C1)=O)OC)S(=O)(=O)CC Phenyl (5-(tert-butyl)-3-(ethylsulfonyl)-2-methoxyphenyl)carbamate